C1(CCCC1)N1C(C=CC2=C1N=C(N=C2)NC2CCN(CC2)S(=O)(=O)C=2C=C(OC1CCN(CC1)CCOC1=C3CN(C(C3=CC=C1)=O)C1C(NC(CC1)=O)=O)C=CC2)=O 3-(4-(2-(4-(3-((4-((8-cyclopentyl-7-oxo-7,8-dihydropyrido[2,3-d]pyrimidin-2-yl)amino)-piperidin-1-yl)sulfonyl)phenoxy)piperidin-1-yl)ethoxy)-1-oxoisoindolin-2-yl)piperidine-2,6-dione